(R)-N-[(3S)-1'-(5-bromopyrazin-2-yl)-1,3-dihydrospiro[indene-2,4'-piperidine]-3-yl]-2-methylpropane-2-sulfinamide BrC=1N=CC(=NC1)N1CCC2(CC1)CC1=CC=CC=C1[C@H]2N[S@](=O)C(C)(C)C